7-[(3R,4R)-3,4-dihydroxypyrrolidin-1-yl]-6-fluoro-N-(1,1,1,3,3,3-hexafluoropropan-2-yl)-4-oxo-1-(2,4,6-trifluorophenyl)-1,4-dihydro-1,8-naphthyridine-3-carboxamide O[C@@H]1CN(C[C@H]1O)C1=C(C=C2C(C(=CN(C2=N1)C1=C(C=C(C=C1F)F)F)C(=O)NC(C(F)(F)F)C(F)(F)F)=O)F